(2-(1,3-dioxan-2-yl)ethyl)-4-(2'-cyclopropyl-[1,1'-biphenyl]-4-yl)pyrrolidin-2-one O1C(OCCC1)CCN1C(CC(C1)C1=CC=C(C=C1)C1=C(C=CC=C1)C1CC1)=O